3-[4-[4-[(4S)-3,3-difluoro-4-piperidyl]piperazin-1-yl]-3-fluoro-anilino]piperidine-2,6-dione FC1(CNCC[C@@H]1N1CCN(CC1)C1=C(C=C(NC2C(NC(CC2)=O)=O)C=C1)F)F